CC(C)[C@@H]1C[C@H]([C@H]2[C@]1(CC[C@@]3([C@@]2(CC=C4[C@H]3[C@H](C[C@@H]5[C@@]4(C[C@H]([C@@H](C5(C)C)O)O)C)O)C)C)CO)O The molecule is a pentacyclic triterpenoid of the class of arborinane-type terpenoids isolated from the roots of Rubia yunnanensis. It has a role as a metabolite and a plant metabolite. It is a pentacyclic triterpenoid and a pentol.